nickel-titanium-lead [Pb].[Ti].[Ni]